tert-Butyl 4-((5-amino-2-((tetrahydro-2H-pyran-4-yl)amino)pyrimidin-4-yl)amino)piperidine-1-carboxylate NC=1C(=NC(=NC1)NC1CCOCC1)NC1CCN(CC1)C(=O)OC(C)(C)C